tert-butyldimethylsilyl-4-(2-hydroxypropan-2-yl)-5-methylthiophene-2-sulfonimidamide [Si](C)(C)(C(C)(C)C)C1=C(SC(=C1C(C)(C)O)C)S(=O)(N)=N